CC(C)(C)OC(CN1CCN(CCN(CCN(CC1)CC(OC(C)(C)C)=O)CC(OC(C)(C)C)=O)CC(=O)O)=O (4,7,10-tris{2-[(2-methylpropan-2-yl)oxy]-2-oxoethyl}-1,4,7,10-tetraazacyclododecan-1-yl)acetic acid